Ethyl butanoate C(CCC)(=O)OCC